1-(3-((tert-butyldimethylsilyl)oxy)-2-oxopropyl) 9-undecyl nonanedioate C(CCCCCCCC(=O)OCCCCCCCCCCC)(=O)OCC(CO[Si](C)(C)C(C)(C)C)=O